3-Chlorobenzyl ((12S,15S)-16-cyclohexyl-12-formyl-8-methyl-4,9,14-trioxo-5-oxa-3,8,13-triazahexadecan-15-yl)carbamate C1(CCCCC1)C[C@@H](C(N[C@@H](CCC(N(CCOC(NCC)=O)C)=O)C=O)=O)NC(OCC1=CC(=CC=C1)Cl)=O